2-(3-amino-2-((5-(3-(aminomethyl)phenyl)benzofuran-3-yl)methoxy)phenyl)acetic acid NC=1C(=C(C=CC1)CC(=O)O)OCC1=COC2=C1C=C(C=C2)C2=CC(=CC=C2)CN